o-nitro-p-t-butylphenol [N+](=O)([O-])C1=C(C=CC(=C1)C(C)(C)C)O